ON(C(C)C(C)N)O N,N-dihydroxy-2,3-butanediamine